1-(3-buten-1-yl)-1H-benzimidazole C(CC=C)N1C=NC2=C1C=CC=C2